3,5-dimethoxy-4-hydroxybenzonitrile COC=1C=C(C#N)C=C(C1O)OC